2-((2-((4-bromo-3-chloro-5-(hydroxymethyl)phenyl)amino)-5-chloropyrimidin-4-yl)amino)cyclohexanecarbonitrile BrC1=C(C=C(C=C1CO)NC1=NC=C(C(=N1)NC1C(CCCC1)C#N)Cl)Cl